tert-butyl-4-(trifluoromethyl)cyclohexyl-formaldehyde C(C)(C)(C)C(=O)C1CCC(CC1)C(F)(F)F